3,5-dichloro-N-(5-phenyl-1,3,4-oxadiazol-2-yl)benzamide ClC=1C=C(C(=O)NC=2OC(=NN2)C2=CC=CC=C2)C=C(C1)Cl